COC(=O)C1=NC2=C(N1COCC[Si](C)(C)C)C(=CC=C2)C(F)F.FC(S(=O)(=O)NS(=O)(=O)C2=CC=CC=C2)(F)F N-(trifluoromethylsulfonyl)benzenesulfonamide methyl-7-(difluoromethyl)-1-(2-trimethylsilylethoxymethyl)benzimidazole-2-carboxylate